C(C)(C)(C)C1=NN(C=N1)C1=CC=C(C=C1)C(=O)N1CCN(CC1)C=1OC=2C(=NC(=CC2)C)N1 [4-(3-tert-butyl-1,2,4-triazol-1-yl)phenyl]-[4-(5-methyloxazolo[4,5-b]pyridin-2-yl)piperazin-1-yl]methanone